5-(pyridine-2-sulfonyl)-1H,2H,3H,4H,5H,6H-pyrrolo[3,4-c]pyrrole-2-carboxamide N1=C(C=CC=C1)S(=O)(=O)N1CC2=C(C1)CN(C2)C(=O)N